C12COCC(OC1)N2 3,6-dioxa-8-azabicyclo[3.2.1]Octane